C(CCCC)Br pentanyl bromide